BrCC1(OC1C1=C(C=CC=C1)Cl)C1=CC=C(C=C1)F 2-bromomethyl-2-(4-fluorophenyl)-3-(2-chlorophenyl)-oxirane